4-[6-(1-Methyl-1H-pyrazol-4-yl)pyrazolo[1,5-a]pyridin-3-yl]piperazine-1-carboxylic acid tert-butyl ester C(C)(C)(C)OC(=O)N1CCN(CC1)C=1C=NN2C1C=CC(=C2)C=2C=NN(C2)C